3-amino-4-(7-chloro-6-fluoro-1H-indazol-4-yl)-6-methyl-1H-1,7-phenanthrolin-2-one NC=1C(NC2=C3C=CC=NC3=C(C=C2C1C1=C2C=NNC2=C(C(=C1)F)Cl)C)=O